benzyl 3-[[3-[(1R,5S)-3,8-diazabicyclo[3.2.1]octan-8-yl]phenoxy]methyl]azetidine-1-carboxylate [C@H]12CNC[C@H](CC1)N2C=2C=C(OCC1CN(C1)C(=O)OCC1=CC=CC=C1)C=CC2